N-(2-((4-amino-3-methylphenyl)ethylamino)ethyl)methanesulfonamide NC1=C(C=C(C=C1)CCNCCNS(=O)(=O)C)C